(1S,2S)-N-[7-chloro-6-[4-((3S,4S)-4-hydroxy-3-methyl-tetrahydrofuran-3-yl)piperazin-1-yl]-3-isoquinolinyl]-2-tetrahydropyran-4-yl-cyclopropanecarboxamide ClC1=C(C=C2C=C(N=CC2=C1)NC(=O)[C@@H]1[C@@H](C1)C1CCOCC1)N1CCN(CC1)[C@]1(COC[C@H]1O)C